methyl 2-methyl-2-(1-(3-methyl-4-nitrobenzyl)pyrrolidin-3-yl)propanoate CC(C(=O)OC)(C)C1CN(CC1)CC1=CC(=C(C=C1)[N+](=O)[O-])C